N[C@@H](C#N)CC (R)-2-aminobutyronitrile